ethyl 1-(2-((tert-butoxycarbonyl)amino)ethyl)-3-((2,3-difluorophenyl)amino)-5-(methoxymethyl)-4-(pyridin-4-yl)-1H-pyrrole-2-carboxylate C(C)(C)(C)OC(=O)NCCN1C(=C(C(=C1COC)C1=CC=NC=C1)NC1=C(C(=CC=C1)F)F)C(=O)OCC